N-(2-(4-(dimethylamino)piperidin-1-yl)-5-(5-fluoro-4-(1-methyl-1H-pyrazole-4-yl)pyrimidin-2-ylamino)-4-methoxyphenyl)acrylamide CN(C1CCN(CC1)C1=C(C=C(C(=C1)OC)NC1=NC=C(C(=N1)C=1C=NN(C1)C)F)NC(C=C)=O)C